C(C)(C)(C)OC(=O)N1CCC(CC1)NC(=O)[C@H]1N2C(N([C@H](CC1)C2)OS(=O)(=O)OCC(C(=O)OCCCCCC)(C)C)=O 4-((1R,2S,5R)-6-(((3-(hexyloxy)-2,2-dimethyl-3-oxopropoxy)sulfonyl)oxy)-7-oxo-1,6-diazabicyclo[3.2.1]Octane-2-carboxamido)piperidine-1-carboxylic acid tert-butyl ester